4-(4,5-Dimethyl-2-((2,2,3,3-tetramethylcyclopropan-1-carbonyl)-imino)thiazol-3(2H)-yl)butyl-1,1,2,2,3,3,4,4-d8-4-methylbenzensulfonat CC=1N(C(SC1C)=NC(=O)C1C(C1(C)C)(C)C)C(C(C(C([2H])([2H])OS(=O)(=O)C1=CC=C(C=C1)C)([2H])[2H])([2H])[2H])([2H])[2H]